7-chloro-1-methyl-1H-indazole-3-carboxylic acid ClC=1C=CC=C2C(=NN(C12)C)C(=O)O